(3-(4-Fluorobenzyl)-1-(4-isobutoxybenzyl)-1H-pyrazol-5-yl)-1-methylpiperidine FC1=CC=C(CC2=NN(C(=C2)C2N(CCCC2)C)CC2=CC=C(C=C2)OCC(C)C)C=C1